C=CN1CCCCC1=O N-vinylpiperidone